fructosyl-arginine OCC1([C@@H](O)[C@H](O)[C@H](O1)CO)N[C@@H](CCCNC(N)=N)C(=O)O